OC(CN1CCC(CC1)NC1=C2C=C(N(C2=CC=C1)CC(F)(F)F)C#CCNC1=C(C=C(C=C1)S(=O)(=O)N(C)CCO)OC)CO 4-{[3-(4-{[1-(2,3-dihydroxypropyl)piperidin-4-yl]amino}-1-(2,2,2-trifluoroethyl)-1H-indol-2-yl)prop-2-yn-1-yl]amino}-N-(2-hydroxyethyl)-3-methoxy-N-methylbenzene-1-sulfonamide